1-[4-(2-chloro-alpha,alpha,alpha-trifluoro-para-tolyloxy)-2-fluorophenyl]-3-(2,6-difluorobenzoyl)urea ClC1=C(C=CC(=C1)OC1=CC(=C(C=C1)NC(=O)NC(C1=C(C=CC=C1F)F)=O)F)C(F)(F)F